CC=1N=C2N(C=C(C=C2C(F)(F)F)C=2C=C3CCN(C(C3=CC2)=O)C2CCN(CC2)C(=O)OC(C)(C)C)C1 tert-butyl 4-[6-[2-methyl-8-(trifluoromethyl) imidazo[1,2-a]pyridin-6-yl]-1-oxo-3,4-dihydroisoquinolin-2-yl]piperidine-1-carboxylate